C(C1=CC=CC=C1)OC1CN(CC(C1(OC)OC)C)C(=O)OC(C)(C)C tert-Butyl 3-(benzyloxy)-4,4-dimethoxy-5-methylpiperidine-1-carboxylate